CC(=C)C1CCC(C(C1)O)C(=O)SCCNC(=O)CCNC(=O)[C@@H](C(C)(C)COP(=O)(O)OP(=O)(O)OC[C@@H]2[C@H]([C@H]([C@@H](O2)N3C=NC4=C(N=CN=C43)N)O)OP(=O)(O)O)O The molecule is a 3-hydroxyacyl-CoA that results from the formal condensation of the thiol group of coenzyme A with the carboxy group of 2-hydroxy-4-isopropenylcyclohexane-1-carboxylic acid. It has a role as a mouse metabolite. It derives from a cyclohexane-1-carbonyl-CoA and a 2-hydroxy-4-isopropenylcyclohexanecarboxylic acid.